COC1=CC=C(C=C1)C(C1C(CCCC1)=O)NC1=CC=CC=C1 2-((4-methoxyphenyl)(phenylamino)methyl)cyclohexan-1-one